(R)-6-Chloro-N-((4,4-difluoropyrrolidin-2-yl)methyl)pyridazin-3-amine ClC1=CC=C(N=N1)NC[C@@H]1NCC(C1)(F)F